[Si](C)(C)(C(C)(C)C)C1=NN(C=C1)C1=CC=C(C(=N1)Cl)C(=O)OC(C)(C)C tert-Butyl 6-[3-[tert-butyl(dimethyl)silyl]pyrazol-1-yl]-2-chloro-pyridine-3-carboxylate